Butyl 7-(4-ethoxy-3-(trifluoromethyl)phenyl)-2-azaspiro[3.5]non-6-ene-2-carboxylate C(C)OC1=C(C=C(C=C1)C1=CCC2(CN(C2)C(=O)OCCCC)CC1)C(F)(F)F